1,4-phenylenebis[[4-(4-aminophenoxy)phenyl]methanone] C1(=CC=C(C=C1)C(=O)C1=CC=C(C=C1)OC1=CC=C(C=C1)N)C(=O)C1=CC=C(C=C1)OC1=CC=C(C=C1)N